SILICON-POTASSIUM-CALCIUM [Ca].[K].[Si]